4-[5-(quinolin-5-yl)thiophen-2-yl]methyl-2,4-dihydro-3H-1,2,4-triazol-3-one hydrochloride Cl.N1=CC=CC2=C(C=CC=C12)C1=CC=C(S1)CN1C(NN=C1)=O